9-(hydroxymethyl)-5,8,11,14,17,24-hexaoxo-4,7,10,13,16,23-hexaazahentriacontanoic acid OCC(C(NCC(NCCC(=O)O)=O)=O)NC(CNC(CNC(CCCCCNC(CCCCCCC)=O)=O)=O)=O